1-(2-bromo-4-fluoro-phenyl)-2-cyclopropyl-ethanamine BrC1=C(C=CC(=C1)F)C(CC1CC1)N